4-Fluoro-N,3-dimethyl-N-(tetrahydro-2H-pyran-4-yl)-1H-indazol-5-amine FC1=C2C(=NNC2=CC=C1N(C1CCOCC1)C)C